C[C@@H]1COCCN1C1=CC(=C2C(=N1)C(=NS2)C2=CC=NN2)C2(CCCCC2)O (R)-1-(5-(3-methylmorpholino)-3-(1H-pyrazol-5-yl)isothiazolo[4,5-b]pyridin-7-yl)cyclohexan-1-ol